C(C)(C)(C)C1=CC=C(C=C1)C=1SC(=CN1)N(C)C1=NC(=NC2=CC(=CC=C12)Cl)NN 2-(4-(tert-butyl)phenyl)N-(7-chloro-2-hydrazineylquinazolin-4-yl)-N-methylthiazol-5-amine